2-[[(1S)-1-tert-butoxycarbonyl-4-(2,5-dioxopyrrolidin-1-yl)oxy-4-oxo-butyl]carbamoyl]-2-undecyl-tridecanedioic acid C(C)(C)(C)OC(=O)[C@H](CCC(=O)ON1C(CCC1=O)=O)NC(=O)C(C(=O)O)(CCCCCCCCCCC(=O)O)CCCCCCCCCCC